B(N=[N+]=[N-])(N=[N+]=[N-])N=[N+]=[N-] boron triazide